CC1N(CC(NC1)CN1C(COCC1)C(F)(F)F)C(=O)[O-] 2-methyl-5-((3-(trifluoromethyl)morpholino)methyl)piperazine-1-carboxylate